C1(NCC23CNCCC21O3)=O cis-hexahydro-1H-3a,7a-Epoxypyrrolo[3,4-c]Pyridin-1-one